(2-nitro-6,7-dihydro-5H-imidazo[2,1-b][1,3]oxazin-7-yl)methylamine [N+](=O)([O-])C=1N=C2OC(CCN2C1)CN